Methyl (S)-5-((tert-butoxycarbonyl)amino)-2-(4-(2-(2,4-diamino-5-chloroquinazolin-6-yl)ethyl)benzamido)pentanoate C(C)(C)(C)OC(=O)NCCC[C@@H](C(=O)OC)NC(C1=CC=C(C=C1)CCC=1C(=C2C(=NC(=NC2=CC1)N)N)Cl)=O